6-(1-piperazinylmethyl)-2-pyridinecarboxaldehyde N1(CCNCC1)CC1=CC=CC(=N1)C=O